(S)-3-(1-((3-(benzo[d][1,3]dioxolan-5-yl)-4-oxo-4H-pyrano[2,3-c]pyridin-6-yl)amino)ethyl)benzonitrile O1COC2=C1C=CC(=C2)C=2C(C=1C(=CN=C(C1)N[C@@H](C)C=1C=C(C#N)C=CC1)OC2)=O